C12(CC3CC(CC(C1)C3)C2)N2C(N(CC=3C2=NC(=NC3)Cl)C3=C(C=CC=C3C)C)=O 1-((3s,5s,7s)-adamantan-1-yl)-7-chloro-3-(2,6-dimethylphenyl)-3,4-dihydropyrimido[4,5-d]pyrimidin-2(1H)-one